C(C)(C)(C)C1=CC(=NC=C1)C1=CN(C2=CN=CC=C21)C2=C(C=CC=C2)N2C=[N+](C1=C2C=CC=C1)C1=C(C(=CC(=C1)C(C)(C)C)C(C)(C)C)O (2-(3-(4-(tert-butyl)pyridin-2-yl)-1H-pyrrolo[2,3-c]pyridin-1-yl)phenyl)-3-(3,5-di-tert-butyl-2-hydroxyphenyl)-1H-benzo[d]imidazol-3-ium